COC1=CC2=C(C=C1)C1(CCOCC1)CO2 6-methoxy-2',3',5',6'-tetrahydro-2H-spiro[benzofuran-3,4'-pyran]